CC1=C(C(=O)N)C=CC=C1 2-METHYLBENZAMIDE